6-(3-bromo-6-fluoro-1-(2-hydroxy-2-methylpropyl)-1H-indazol-5-yl)-4'-cyano-3'-fluoro-[1,1'-biphenyl] BrC1=NN(C2=CC(=C(C=C12)C1=CC=CC=C1C1=CC(=C(C=C1)C#N)F)F)CC(C)(C)O